N1(CCC1)C=1C=C(C=CC1)N1C(=C2C(N(N=CC2=C1C)C1=NC=CC=C1F)=O)C 6-(3-(Azetidin-1-yl)phenyl)-2-(3-fluoropyridin-2-yl)-5,7-dimethyl-2,6-dihydro-1H-pyrrolo[3,4-d]pyridazin-1-one